CN(C(=S)CCCS(=O)(=S)[O-])C.[Na+] sodium 3-(N,N-dimethyl thiocarbamoyl)-thiopropanesulfonate